ClC1=C(C(=CC=C1)OC)CC(=O)NC1=CC(=C(C=C1)N1N=CC(=C1)C(F)(F)F)S(N)(=O)=O 2-(2-chloro-6-methoxyphenyl)-N-{3-sulfamoyl-4-[4-(trifluoromethyl)-1H-pyrazol-1-yl]phenyl}acetamide